Para-chloro-ortho-nitroAniline ClC1=CC(=C(N)C=C1)[N+](=O)[O-]